C(C)(C)(C)OC(=O)N1C[C@]2([C@@](C1)(CN(C2)C2=CC(N(C1=CC=C(N=C21)C#N)C)=O)C)C (3aR,6aS)-2-(6-cyano-1-methyl-2-oxo-1,5-naphthyridin-4-yl)-3a,6a-dimethyl-1,3,4,6-tetrahydropyrrolo[3,4-c]pyrrole-5-carboxylic acid tert-butyl ester